5-fluoro-pyrrolo[2,3-b]Pyridine-2-carboxylic acid methyl ester COC(=O)C1=CC=2C(=NC=C(C2)F)N1